2-(5-Fluoro-2-((5-(4-isopropylpiperazin-1-yl)pyridin-2-yl)amino)pyrimidin-4-yl)-7-isopropyl-3,5-dimethylthieno[3,2-c]pyridin-4(5H)-one FC=1C(=NC(=NC1)NC1=NC=C(C=C1)N1CCN(CC1)C(C)C)C1=C(C=2C(N(C=C(C2S1)C(C)C)C)=O)C